4-(pyrrolidino)phenylboronic acid N1(CCCC1)C1=CC=C(C=C1)B(O)O